4-((2S,5R)-4-((4-cyclopropylthiazol-2-yl)(4-fluorophenyl)methyl)-2,5-dimethylpiperazin-1-yl)-1-methyl-2-oxo-1,2-dihydropyrido[3,2-d]pyrimidine-6-carbonitrile C1(CC1)C=1N=C(SC1)C(N1C[C@@H](N(C[C@H]1C)C=1C2=C(N(C(N1)=O)C)C=CC(=N2)C#N)C)C2=CC=C(C=C2)F